tert-butyl ((2R,3R)-1-(benzyloxy)-3-fluorobutan-2-yl)carbamate C(C1=CC=CC=C1)OC[C@H]([C@@H](C)F)NC(OC(C)(C)C)=O